N1(CCNCC1)CCO 2-piperazinoethanol